(R)-5-(8-methoxy-[1,2,4]triazolo[1,5-a]pyridin-6-yl)-6-methyl-1-(1-propylpiperidin-3-yl)-1,3-dihydro-2H-benzo[d]imidazol-2-one COC=1C=2N(C=C(C1)C1=CC3=C(N(C(N3)=O)[C@H]3CN(CCC3)CCC)C=C1C)N=CN2